3-(2-methyl-6-((4-(morpholinomethyl)phenyl)ethynyl)-4-oxoquinazolin-3(4H)-yl)piperidine-2,6-dione CC1=NC2=CC=C(C=C2C(N1C1C(NC(CC1)=O)=O)=O)C#CC1=CC=C(C=C1)CN1CCOCC1